(1r,4r)-4-(3-bromoanilino)-2'-[2-(pyridin-2-yl)ethyl]-2',3'-dihydrospiro[cyclohexane-1,1'-indene]-4-carboxylic acid BrC=1C=C(NC2(CCC3(C(CC4=CC=CC=C34)CCC3=NC=CC=C3)CC2)C(=O)O)C=CC1